C(C)C1(C(C2=CCC(N=C2CC1)=O)=O)C 6-ethyl-6-methyl-7,8-dihydroquinoline-2,5(3H,6H)-dione